(±)-7-methyl-2-morpholin-4-yl-9-(1-phenylaminoethyl)-pyrido[1,2-a]pyrimidin-4-one CC=1C=C(C=2N(C(C=C(N2)N2CCOCC2)=O)C1)[C@@H](C)NC1=CC=CC=C1 |r|